(E)-N-(3,4-dihydroxybenzyl)-3-(5-methyl-2,6-dioxo-1,2,3,6-tetrahydropyrimidin-4-yl)acrylamide OC=1C=C(CNC(\C=C\C=2NC(NC(C2C)=O)=O)=O)C=CC1O